Cl.N=1C=NN2C1C=C(C=C2)OC2=C(C=C(C=C2)NC=2C1=C(N=CN2)C=CC(=N1)N1C[C@H](NCC1)C)C (R)-N-(4-([1,2,4]triazolo[1,5-a]pyridin-7-yloxy)-3-methylphenyl)-6-(3-methylpiperazin-1-yl)pyrido[3,2-d]pyrimidin-4-amine hydrochloride